IC1=CC(=NC(=C1)N1CCOCC1)NC1CC(C1)O (1s,3s)-3-((4-iodo-6-morpholinopyridin-2-yl)amino)cyclobutan-1-ol